7'-((1R,3R)-3-hydroxycyclohexyl)-2'-((3-(((R)-tetrahydrofuran-3-yl)oxy)-1H-pyrazol-4-yl)amino)spiro[cyclopropane-1,5'-pyrrolo[2,3-d]pyrimidin]-6'(7'H)-one O[C@H]1C[C@@H](CCC1)N1C(C2(C3=C1N=C(N=C3)NC=3C(=NNC3)O[C@H]3COCC3)CC2)=O